C(=O)(O)C1=CC=C(C=C1)CC(=O)O p-carboxyphenylacetic acid